FC(C(C(C(C(C(CCCCCCCCCCCCCC)(F)F)(F)F)(F)F)(F)F)(F)F)(F)F 1,1,1,2,2,3,3,4,4,5,5,6,6-tridecafluoroicosane